1-isobutyl-4-methyl-1H-pyrrolo[2,3-b]pyridIne-6-carboxylate C(C(C)C)N1C=CC=2C1=NC(=CC2C)C(=O)[O-]